1-[(2R,4S)-4-[4-amino-5-[2-(6-chloro-1,2-dimethyl-1,3-benzodiazol-5-yl)ethynyl]pyrrolo[2,3-d]pyrimidin-7-yl]-2-(methoxymethyl)pyrrolidin-1-yl]prop-2-en-1-one NC=1C2=C(N=CN1)N(C=C2C#CC2=CC1=C(N(C(=N1)C)C)C=C2Cl)[C@H]2C[C@@H](N(C2)C(C=C)=O)COC